tert-butyl (1-(3-aminophenyl)-1,2,3,4-tetrahydroquinolin-3-yl)carbamate NC=1C=C(C=CC1)N1CC(CC2=CC=CC=C12)NC(OC(C)(C)C)=O